BrC1=CC=C2NC=C(C[C@H](N)C(=O)O)C2=C1 5-Bromotryptophan